5-((6-Ethoxypyridin-2-yl)methoxy)-N-(4-methyl-1,1-dioxidotetrahydro-2H-thiopyran-4-yl)pyrazolo[1,5-a]pyrimidine-2-carboxamide C(C)OC1=CC=CC(=N1)COC1=NC=2N(C=C1)N=C(C2)C(=O)NC2(CCS(CC2)(=O)=O)C